C(C1=CC=CC=C1)N1CCN(C2=CC=C(C=C12)OC)C(=O)NC1=C(C=CC(=C1)OC)OC 4-benzyl-N-(2,5-dimethoxyphenyl)-6-methoxy-3,4-dihydroquinoxaline-1(2H)-carboxamide